[Br-].C(CCCCCCCC)[N+](CCCCCCCCC)(CCCCCCCCC)CCCCCCCCC tetranonyl-ammonium bromide